CC(=C[C@@H]1[C@H](C1(C)C)C(=O)[O-])C trans-chrysanthemate